NC=1C=C(C=C(C1)C(F)F)[C@@H](C)NC1=NC(=NC2=CC(=C(C=C12)OC)C(=O)N1CCOCC1)C (R)-(4-((1-(3-amino-5-(difluoromethyl)phenyl)ethyl)amino)-6-methoxy-2-methylquinazolin-7-yl)(morpholino)methaneOn